2-adamantanol C12C(C3CC(CC(C1)C3)C2)O